2-((1-(2-(6-cyanopyridin-3-yl)-3,7-dimethyl-4-oxo-4H-pyrido[1,2-a]pyrimidin-9-yl)ethyl)amino)benzoic acid C(#N)C1=CC=C(C=N1)C=1N=C2N(C(C1C)=O)C=C(C=C2C(C)NC2=C(C(=O)O)C=CC=C2)C